2-((2-(3-(dimethylamino)phenoxy)ethoxy)methyl)-N,N-bis(3-methoxybenzyl)pyridin-4-amine CN(C=1C=C(OCCOCC2=NC=CC(=C2)N(CC2=CC(=CC=C2)OC)CC2=CC(=CC=C2)OC)C=CC1)C